3-(4-Ethylphenyl)-2-(4-propylphenethyl)-6-((tetrahydro-2H-pyran-2-yl)methoxy)pyridin-4-ol C(C)C1=CC=C(C=C1)C=1C(=NC(=CC1O)OCC1OCCCC1)CCC1=CC=C(C=C1)CCC